N,N'-di(1-naphthyl)-N,N'-diphenyl[1,1'-biphenyl]-4,4'-diamine C1(=CC=CC2=CC=CC=C12)N(C1=CC=C(C=C1)C1=CC=C(C=C1)N(C1=CC=CC=C1)C1=CC=CC2=CC=CC=C12)C1=CC=CC=C1